FC(C=1C(=C(C=CC1)[C@@H](C)NC=1C2=C(N=C(N1)C)N=CC(=C2)N(S(=O)(=O)C)S(=O)(=O)C)F)F (R)-N-(4-(1-(3-(difluoromethyl)-2-fluorophenyl)ethylamino)-2-methylpyrido[2,3-d]pyrimidin-6-yl)-N-(methylsulfonyl)methanesulfonamide